N1C=NC2=C1C=CC(=C2)\C=C/2\C(N(C(=N2)NCC2=C(C=CC=C2)C(F)(F)F)C)=O (5Z)-5-(1H-Benzimidazol-5-ylmethylene)-3-methyl-2-[[2-(trifluoromethyl)phenyl]methylamino]imidazol-4-one